3-bromopyrazolo[1,5-a]pyridine-2-carboxylic acid BrC=1C(=NN2C1C=CC=C2)C(=O)O